C(CCC)[Sn](C1=NC(=CC=C1)N1C[C@@H](O[C@@H](C1)C)C)(CCCC)CCCC tributyl-[6-[(2S,6R)-2,6-dimethylmorpholin-4-yl]pyridin-2-yl]stannane